CCCCCCCCCCCCCCCCCCCCCCCCCC(=O)N[C@@H](CO[C@@H]1[C@@H]([C@H]([C@H]([C@H](O1)CO)O)O)O)[C@@H]([C@@H](CCCCCCCCCCCCCC)O)O The molecule is a glycophytoceramide having an alpha-D-galactosyl residue at the O-1 position and a hexacosanoyl group attached to the nitrogen. It has a role as an antineoplastic agent, an epitope, an antigen, an immunological adjuvant and an allergen. It derives from an alpha-D-galactose.